C1(CCCCC1)[C@H](C)OC1=C(C(=O)NC=2C=NC=C(C2C)OC)C=C(C(=C1)N1N=C2N(CCCC2)C1=O)F 2-[(1S)-1-cyclohexylethoxy]-5-fluoro-N-(5-methoxy-4-methylpyridin-3-yl)-4-(3-oxo-5,6,7,8-tetrahydro[1,2,4]triazolo[4,3-a]pyridin-2(3H)-yl)benzamide